N[C@]1(CN(CCC1)C=1C=NC(=CC1CN1C2=NC=NC(=C2N=C1)N)C1=C(C=C(C(=C1)F)F)C(F)F)[C@H](C(F)F)O (R)-1-((R)-3-amino-1-(4-((6-amino-9H-purin-9-yl)methyl)-6-(2-(difluoromethyl)-4,5-difluorophenyl)pyridin-3-yl)piperidin-3-yl)-2,2-difluoroethan-1-ol